C[C@@H]1CNC(O1)=O |r| (+/-)-5-methyloxazolidin-2-one